CC1=CC=C(S1)C(C)N 1-(5-methylthiophen-2-yl)ethylamine